ClC1=C(C#N)C=CC(=C1)N1CC2(C[C@@H]1C)CCN(CC2)C2=CC=C(C=C2)C(=O)N2CCN(CC2)CC2CCN(CC2)C2=CC(=CC=C2)NC2C(NC(CC2)=O)=O 2-Chloro-4-((3S)-8-(4-(4-((1-(3-((2,6-dioxopiperidin-3-yl)amino)phenyl)piperidin-4-yl)methyl)piperazine-1-carbonyl)phenyl)-3-methyl-2,8-diazaspiro[4.5]decan-2-yl)benzonitrile